2-(4-methoxyphenyl)-2,3-dihydro-1H-isoindol-1-one COC1=CC=C(C=C1)N1C(C2=CC=CC=C2C1)=O